2-butyl-3-[6-[(1,1-dioxothietan-3-yl)amino]hexyl]-4-isopropoxy-imidazo[4,5-d]pyridazin-7-amine C(CCC)C=1N(C=2C(=C(N=NC2OC(C)C)N)N1)CCCCCCNC1CS(C1)(=O)=O